C(C)OC(NC1=C(C=C(C=C1)CNC1=CC=C(C=C1)CCCC)N)=O {2-Amino-4-[(4-butylphenylamino)-methyl]-phenyl}-carbamic acid ethyl ester